(S)-4-(2-((3-aminopiperidin-1-yl)methyl)-5-(3-fluoro-4-methoxyphenyl)-1-methyl-1H-pyrrolo[2,3-c]pyridin-4-yl)-2-fluorobenzonitrile N[C@@H]1CN(CCC1)CC1=CC=2C(=CN=C(C2C2=CC(=C(C#N)C=C2)F)C2=CC(=C(C=C2)OC)F)N1C